C(C)OC=1C=C(C=CC1)C1CCC2(CN(C2)C(=O)C2CC(C2)(C)O)CC1 (7-(3-ethoxyphenyl)-2-azaspiro[3.5]non-2-yl)((1s,3s)-3-hydroxy-3-methylcyclobutyl)methanone